ClC1=CC=C(O[C@H](C(=O)NOC\C(=C\C2=CC=CC=C2)\C)C)C=C1 (2S)-2-(4-chlorophenoxy)-N-{[(2E)-2-methyl-3-phenylprop-2-en-1-yl]oxy}propanamide